(3-(2-(2-Aminoethoxy)ethoxy)propionylamino)-N-(5-methyl-1,3,4-thiadiazol-2-yl)benzamide NCCOCCOCCC(=O)NC1=C(C(=O)NC=2SC(=NN2)C)C=CC=C1